(S)-2-((1H-pyrrolo[2,3-B]pyridin-5-yl)oxy)-4-(2-(2-(2-isopropylphenyl)pyrrolidin-1-yl)-7-azaspiro[3.5]nonan-7-yl)benzoic acid N1C=CC=2C1=NC=C(C2)OC2=C(C(=O)O)C=CC(=C2)N2CCC1(CC(C1)N1[C@@H](CCC1)C1=C(C=CC=C1)C(C)C)CC2